2-chloropyrimidin-5-amine ClC1=NC=C(C=N1)N